Cl.ClC1=CC=C(C[C@]2(CNCCC2)N(C(CCOC)=O)C)C=C1 1-N-((R)-3-(4-chlorobenzyl)piperidin-3-yl)-3-methoxy-N-methylpropanamide hydrochloride